4-[(5-Bromopyridin-2-yl)amino]-4-oxobutanoic acid BrC=1C=CC(=NC1)NC(CCC(=O)O)=O